COC1=C(C=C2C(=NC=NC2=C1)C=1C(=NN(C1)C(F)(F)F)C1=CC=CC=C1)C1C2(CC1C2)C(=O)N (7-methoxy-4-(3-phenyl-1-(trifluoromethyl)-1H-pyrazol-4-yl)quinazolin-6-yl)bicyclo[1.1.1]pentane-1-carboxamide